6-methyl-1H-pyrrolo[3,2-b]Pyridine-5-carboxamide CC=1C=C2C(=NC1C(=O)N)C=CN2